FC(C=1C=C(C=CC1CNC(=O)C1=NOC(=N1)C1(CC1)C)C1=C(C=NC=C1)N1CCN(CC1)C(=O)OC(C)(C)C)F tert-butyl 4-(4-(3-(difluoromethyl)-4-((5-(1-methylcyclopropyl)-1,2,4-oxadiazole-3-carboxamido)methyl)phenyl)pyridin-3-yl)piperazine-1-carboxylate